CC1(CC1)C(=O)NC1=C(C=CC(=C1)C)N1N=CC=C1 1-methyl-N-(5-methyl-2-(1H-pyrazol-1-yl)phenyl)cyclopropane-1-carboxamide